(S)-2-((2-(4-(4-(1-(ethoxycarbonyl)cyclopropyl)-1H-imidazol-2-yl)-2,6-difluorophenyl)-7-methylimidazo[1,2-a]pyridin-3-yl)methyl)morpholine-4-carboxylic acid methyl ester COC(=O)N1C[C@@H](OCC1)CC1=C(N=C2N1C=CC(=C2)C)C2=C(C=C(C=C2F)C=2NC=C(N2)C2(CC2)C(=O)OCC)F